CC(C)(CCNS(=O)(=O)C1=C(C=CC=C1)[N+](=O)[O-])NC(OC(C)(C)C)=O tert-butyl N-[2-methyl-4-(2-nitrobenzenesulfonamido)butan-2-yl]carbamate